7-bromo-4-chloro-5-fluoroquinazoline BrC1=CC(=C2C(=NC=NC2=C1)Cl)F